3-(((5s,7s)-7-fluoro-5-phenyl-6,7-dihydro-5H-pyrrolo[1,2-b][1,2,4]triazol-2-yl)sulfonyl)cyclobutanone F[C@H]1C[C@H](N2N=C(N=C21)S(=O)(=O)C2CC(C2)=O)C2=CC=CC=C2